FC=1C=C(C=CC1C(=O)OC)N1CCN(CC1)C(=O)[O-] 4-(3-fluoro-4-(methoxycarbonyl)phenyl)piperazine-1-carboxylate